C(C)[N+]1=C(SC2=C1C=CC(=C2)C)C=C2SC1=C(N2CC)C=CC(=C1)C 3-ethyl-6-methyl-2-[(3-ethyl-6-methyl-2-benzothiazolylidene)methyl]benzothiazolium